7-Amino-5,6,7,8-tetrahydroquinoline-7-carbonitrile NC1(CCC=2C=CC=NC2C1)C#N